The molecule is an L-lysine derivative in which the alpha-amino nitrogen of the amino acid has entered into amide formation with acetic acid and the epsilon-amino nitrogen carries a 1,4-dihydroxynonan-3-yl substituent. It has been synthesised by reaction of (E)-4-hydroxynon-2-enal (HNE) with N(2)-acetyl-L-lysine, the epsilon amino group of lysine reacting with the double bond function of HNE via formation of a Michael adduct. CCCCCC(C(CCO)NCCCC[C@@H](C(=O)O)NC(=O)C)O